9-fluoro-3-(hydroxymethyl)-7-(methoxymethyl)-6,7-dihydro-1H,5H-pyrido[3,2,1-ij]quinolin-1-one FC=1C=C2C(C=C(N3C2=C(C1)C(CC3)COC)CO)=O